3-(((tert-butyldiphenylsilyl)oxy)methyl)-2,2-dimethylpyrrolidine [Si](C1=CC=CC=C1)(C1=CC=CC=C1)(C(C)(C)C)OCC1C(NCC1)(C)C